C(C)(=O)OCCC(CCCC)S 3-MERCAPTOHEPTYL ACETATE